5-(Trifluoromethyl)imidazo[1,2-a]pyridine-2-carboxylic acid FC(C1=CC=CC=2N1C=C(N2)C(=O)O)(F)F